(S)-N-(6-(3-(hydroxymethyl)morpholino)-2,2-dimethyl-2,3-dihydrofuro[2,3-b]pyridin-5-yl)pyrazolo[1,5-a]pyrimidine-3-carboxamide OC[C@H]1COCCN1C1=C(C=C2C(=N1)OC(C2)(C)C)NC(=O)C=2C=NN1C2N=CC=C1